methyl-4-[(1-methyl-1H-pyrazol-4-yl)(sulfamoyl)amino]piperidin-1-ium chloride [Cl-].C[NH+]1CCC(CC1)N(S(N)(=O)=O)C=1C=NN(C1)C